N-(3-acetoxy-1-propyl)-bis[2-(methoxycarbonyl)ethyl]amine C(C)(=O)OCCCN(CCC(=O)OC)CCC(=O)OC